2-Iodo-N-methyl-4-(1,2,4,5-tetrazin-3-yl)benzamide IC1=C(C(=O)NC)C=CC(=C1)C=1N=NC=NN1